6,7-Dichloro-4-(cis-3-fluorocyclobutoxy)-3-(1-(tetrahydro-2H-pyran-2-yl)-1H-pyrazol-4-yl)-1H-indole ClC1=CC(=C2C(=CNC2=C1Cl)C=1C=NN(C1)C1OCCCC1)O[C@@H]1C[C@@H](C1)F